COC=1C(=CC2=CN(N=C2C1)[C@@H]1[C@@H](C[C@@H](CC1)N(C(C)=O)C)C)C(=O)OC |&1:14| rac-methyl 6-methoxy-2-((1s,2R)-2-methyl-4-(N-methylacetamido)cyclohexyl)-2H-indazole-5-carboxylate